C(C)C1=CNC2=NC=C(N=C21)C=2C=C1CCN(CC1=C(C2)[C@H]2NCCOC2)C(=O)C=2C=NC(=NC2)C (R)-(6-(7-ethyl-5H-pyrrolo[2,3-b]pyrazin-2-yl)-8-(morpholin-3-yl)-3,4-dihydroisoquinolin-2(1H)-yl)(2-methylpyrimidine-5-yl)methanone